7-Chloro-6-fluoro-1-(2-isopropyl-4-methylpyridin-3-yl)-4-(1-carbonyl-8-azaspiro[4.5]dec-2-en-8-yl)pyrido[2,3-d]pyrimidin-2(1H)-one ClC=1C(=CC2=C(N(C(N=C2N2CCC3(CC=CC3=C=O)CC2)=O)C=2C(=NC=CC2C)C(C)C)N1)F